6-{4-[4-(propan-2-yl)piperazin-1-yl]phenyl}-3-(pyridin-3-yl)-1,2-dihydro-quinolin-2-one CC(C)N1CCN(CC1)C1=CC=C(C=C1)C=1C=C2C=C(C(NC2=CC1)=O)C=1C=NC=CC1